4-hydroxy-1-phenyl-3-(2,2,2-trifluoroethan-1-on-1-yl)benzo[4,5]thieno[2,3-h]quinolin OC1=C(CN(C2=C3C(=CC=C12)SC1=C3C=CC=C1)C1=CC=CC=C1)C(C(F)(F)F)=O